Ethyl 5-(trifluoromethyl)-1H-pyrrolo[2,3-c]pyridine-2-carboxylate FC(C=1C=C2C(=CN1)NC(=C2)C(=O)OCC)(F)F